O1C(OC=C1)=O 1,3-dioxol-2-one